C(C1=CC=CC=C1)ONC(C1=CC(=C(C=C1)NC1=NC=C(C(=N1)NC1=C(C=CC=C1)P(=O)(C)C)C(F)(F)F)OC)=O N-(benzyloxy)-4-((4-((2-(dimethylphosphoryl)phenyl)amino)-5-(trifluoromethyl)pyrimidin-2-yl)amino)-3-methoxybenzamide